6-(tert-butyldiphenylsilyl)-2-methylpiperidine [Si](C1=CC=CC=C1)(C1=CC=CC=C1)(C(C)(C)C)C1CCCC(N1)C